FC=1C=C(C=CC1)SCSC1=CC(=CC=C1)F bis((3-fluorophenyl)thio)methane